tert-butyl (4-amino-2-chlorophenyl)(methyl)carbamate NC1=CC(=C(C=C1)N(C(OC(C)(C)C)=O)C)Cl